N-(2-hydroxyethyl)-3,4,5-trimethoxycinnamamide OCCNC(C=CC1=CC(=C(C(=C1)OC)OC)OC)=O